NCCCC#CC1=C(C(=O)OC)C=C(C=C1)N1CCN(CC1)C(C[C@H]1C=2N(C3=C(C(=N1)C1=CC=C(C=C1)Cl)C(=C(S3)C)C)C(=NN2)C)=O methyl (S)-2-(5-aminopent-1-yn-1-yl)-5-(4-(2-(4-(4-chlorophenyl)-2,3,9-trimethyl-6H-thieno[3,2-f][1,2,4]triazolo[4,3-a][1,4]diazepin-6-yl)acetyl)piperazin-1-yl)benzoate